N1N=NN=C1C1=C(C=CC=C1)NC(=O)C1=CC(=C(C(=O)NC=2C=CC(=C(C(=O)O)C2)O)C=C1O)O 5-(4-(2-(1H-tetrazol-5-yl)phenylaminocarbonyl)-2,5-dihydroxybenzoylamino)-2-hydroxybenzoic acid